3-((13S,15S,Z)-3-fluoro-16-(hydroxymethylene)-13-methyl-17-oxo-7,8,9,11,12,13,14,15,16,17-decahydro-6H-cyclopenta[a]phenanthren-15-yl)-N-(6-fluoropyridin-2-yl)propanamide FC=1C=CC=2C3CC[C@@]4(C(\C(\[C@H](C4C3CCC2C1)CCC(=O)NC1=NC(=CC=C1)F)=C/O)=O)C